(6-(2-Chloro-5-fluorophenyl)pyridazin-3-yl)-2-(1-(tetrahydro-2H-pyran-4-yl)cyclopropyl)octahydrocyclopenta[c]pyrrol-5-amine ClC1=C(C=C(C=C1)F)C1=CC=C(N=N1)C1N(CC2C1CC(C2)N)C2(CC2)C2CCOCC2